(S)-3-(2-(7-chloro-1,2,3,4-tetrahydroisoquinolin-6-ylamino)-5-(trifluoromethyl)pyrimidin-4-ylamino)-N-(1-cyclopropyl-2,2,2-trifluoroethyl)propanamide ClC1=C(C=C2CCNCC2=C1)NC1=NC=C(C(=N1)NCCC(=O)N[C@H](C(F)(F)F)C1CC1)C(F)(F)F